C[C@@H]1N(C[C@@H](CC1)C1=NC(=CC(=N1)NC1=CC(=CC=C1)C1=CN=NN1C)C1=NC=CN=C1)C(C)=O 1-((2s,5r)-2-methyl-5-(4-((3-(1-methyl-1H-1,2,3-triazol-5-yl)phenyl)amino)-6-(pyrazin-2-yl)pyrimidin-2-yl)piperidin-1-yl)ethan-1-one